C(C(C)C)N1S(CC2=C1C=CC(=C2)C=2C=C(C=NC2)C2=CN(C(C=C2)=O)C(C)C)(=O)=O 5'-(1-isobutyl-2,2-dioxido-1,3-dihydrobenzo[c]isothiazol-5-yl)-1-isopropyl-[3,3'-bipyridin]-6(1H)-one